trans-4-((5-fluoro-4-(6-(1-hydroxycyclobutyl)pyridin-2-yl)pyrimidin-2-yl)amino)cyclohexane-1-carboxamide FC=1C(=NC(=NC1)N[C@@H]1CC[C@H](CC1)C(=O)N)C1=NC(=CC=C1)C1(CCC1)O